N-[(3,5-difluoropyridin-2-yl)methyl]-2-[3-(2-fluoroethyl)[1,4'-bipiperidin]-1'-yl]-1,3-thiazole-5-carboxamide FC=1C(=NC=C(C1)F)CNC(=O)C1=CN=C(S1)N1CCC(CC1)N1CC(CCC1)CCF